C(CCC)N(S(=O)(=O)N)C1CC2(CN(C2)C2=NC=NN3C2=C(C=C3Cl)C)C1 N-butyl-N-(2-(7-chloro-5-methylpyrrolo[2,1-f][1,2,4]triazin-4-yl)-2-azaspiro[3.3]heptan-6-yl)sulfamide